3-[(1S)-1-[[1-[2-(3-Chlorophenoxy)ethylamino]cyclopentancarbonyl]amino]-ethyl]bicyclo[1.1.1]pentan ClC=1C=C(OCCNC2(CCCC2)C(=O)N[C@@H](C)C23CC(C2)C3)C=CC1